alpha-putrescinylthymine N(CCCCN)CC=1C(NC(NC1)=O)=O